BrC1=C(C=C(C(=C1)Cl)CBr)C 1-bromo-4-(bromomethyl)-5-chloro-2-methyl-benzene